ClC=1C=C(C=C(C1F)Cl)[C@@]1(CC(=NO1)C(=O)C1=CC(=C(C(=O)NC(=O)C=2C(N(OC2)CC)=O)C=C1)C)C(F)(F)F 4-[(5S)-5-(3,5-dichloro-4-fluorophenyl)-4,5-dihydro-5-(trifluoromethyl)-3-isoxazoyl]-N-[(4R)-2-ethyl-3-oxo-4-isoxazoyl]-2-methylbenzamide